2-(2-Ethyl-7-oxo-spiro[5H-thieno[2,3-c]pyridine-4,1'-cyclopropane]-6-yl)-N-pyrimidin-2-yl-acetamide C(C)C1=CC2=C(C(N(CC23CC3)CC(=O)NC3=NC=CC=N3)=O)S1